ONC(=N)C1=NC=C(N=C1NC1=CC=C(C=C1)C(F)(F)F)OC N-hydroxy-5-methoxy-3-[4-(trifluoromethyl)anilino]pyrazine-2-carboxamidine